OC1=COC2=C(C=CCC2=C1)O 3,8-dihydroxy-5H-chromen